FC(S(=O)(=O)[O-])(F)F.C(CCCCCCCCC)[N+]1=CN(C2=C1C=CC=C2)CCCCCCCCCC 1,3-Didecylbenzimidazolium trifluoromethanesulfonate